(2Z,3E)-3-((2-((1R,4R)-2,5-diazabicyclo[2.2.1]heptan-2-yl)-2-oxoethoxy)imino)-5'-chloro-[2,3'-biindolinylidene]-2'-one [C@H]12N(C[C@H](NC1)C2)C(CO\N=C/2\C(\NC1=CC=CC=C21)=C/2\C(NC1=CC=C(C=C21)Cl)=O)=O